Cl.ClC1=NC=C(C(=C1)N1CC(C1)CC(=O)N1CC=2C(=C3CNCCC3=C(N2)C)C1)OC 2-[1-(2-Chloro-5-methoxy-pyridin-4-yl)-azetidin-3-yl]-1-(5-methyl-1,3,6,7,8,9-hexahydro-2,4,8-triaza-cyclopenta[a]naphthalen-2-yl)-ethanone hydrochloride